ClC=1C(=NC(=NC1)NC1CCOCC1)C1=CC=C2CN(C(C2=C1)=O)CC(=O)N1CC2=CC(=CC=C2C[C@H]1CO)F 6-{5-chloro-2-[(oxacyclohex-4-yl)amino]pyrimidin-4-yl}-2-{2-[(3S)-7-fluoro-3-(hydroxymethyl)-1,2,3,4-tetrahydroisoquinolin-2-yl]-2-oxoethyl}-2,3-dihydro-1H-isoindol-1-one